C(C)(C)(C)[Si](C1=CC=CC=C1)(C1=CC=CC=C1)OCCCCCCC(=C)C tert-butyl-((7-methyloct-7-en-1-yl)oxy)diphenylsilane